3-Phenyl-1-(2-pyridinyl)-2-propen-1-one 4-phenyl-thiosemicarbazone C1(=CC=CC=C1)NC(NN=C(C=CC1=CC=CC=C1)C1=NC=CC=C1)=S